methyl 4-amino-1-(6-(1-hydroxyethyl)pyridin-3-yl)-2-oxo-7-(trifluoromethyl)-1,2-dihydroquinoline-3-carboxylate NC1=C(C(N(C2=CC(=CC=C12)C(F)(F)F)C=1C=NC(=CC1)C(C)O)=O)C(=O)OC